3'-cyclopropyl-N-(2-fluoro-2-methylpropyl)-2-oxospiro[1,3-oxazolidine-4,7'-6,8-dihydrocyclopenta[g]isoquinoline]-5'-sulfonamide C1(CC1)C=1N=CC=2C=C3C(=C(C2C1)S(=O)(=O)NCC(C)(C)F)CC1(C3)NC(OC1)=O